C(C1=CC=CC=C1)NC1=C2N=CN(C2=NC(=N1)C1=CC=C(C=C1)C)[C@H]1[C@@H]([C@@H]([C@H](O1)C(=O)NC)O)O (2s,3s,4r,5r)-5-(6-(benzylamino)-2-p-tolyl-9H-purin-9-yl)-3,4-dihydroxy-N-methyltetrahydrofuran-2-carboxamide